CC1=C(C=NC=C1)S(=O)(=O)N 4-Methylpyridine-3-sulfonamide